CC1=CC(=C2C=C(N=CC2=C1)N1CCOCC1)C(C)=O 1-(7-methyl-3-morpholinoisoquinolin-5-yl)ethan-1-one